FC(C(=O)O)(C(=O)C=1OC=C(C1)C1=CNC2=C(C=CC=C12)F)F 2,2-difluoro-3-(4-(7-fluoro-1H-indol-3-yl)furan-2-yl)-3-oxopropionic acid